1-((S)-4-hydroxybutan-2-yl)-3-(isoquinolin-4-yl)-6-(trifluoromethyl)quinazoline-2,4(1H,3H)-dione OCC[C@H](C)N1C(N(C(C2=CC(=CC=C12)C(F)(F)F)=O)C1=CN=CC2=CC=CC=C12)=O